ClC(C1=C(C2=CC=CC=C2C=C1)C1=C(C=CC2=CC=CC=C12)CCl)Cl 2-dichloromethyl-2'-chloromethyl-1,1'-binaphthyl